BrC1=C(C=CC=C1)C1=C(C=CC=C1OC)OC 1-bromo-2-(2,6-dimethoxyphenyl)benzene